C(C(O)CO)C(C(O)=O)CCCCCCCC.O(C(=O)CCCCCCCCC)CC(O)CO glyceryl monocaprate (glyceryl monocaprate)